FC1=C(C(=C(C(=C1OC(C1=CC(=C(C=C1)OC)N1C(NC(CC1)=C=O)=C=O)=O)F)F)F)F 3-(2,4-dicarbonyltetrahydropyrimidin-1(2H)-yl)-4-methoxybenzoic acid pentafluorophenyl ester